2,4-diamino-5-(p-chlorophenyl)-6-ethylpyrimidine CCC1=C(C(=NC(=N1)N)N)C2=CC=C(C=C2)Cl